tert-butyl (3-(3,3-difluoro-N-methylcyclobutane-1-carboxamido)propyl)carbamate FC1(CC(C1)C(=O)N(C)CCCNC(OC(C)(C)C)=O)F